NC1=CC(N(C2=NC(=CC=C21)C(F)(F)F)C2=CC=C(C=C2)[C@@H](C)O)=O 4-amino-1-(4-((1R)-1-hydroxyethyl)phenyl)-2-oxo-7-(trifluoromethyl)pyrido[2,3-b]pyridine